1-(3-iodopropoxy)-4-(methylsulfonyl)benzene ICCCOC1=CC=C(C=C1)S(=O)(=O)C